9-(4-(tert-butyl)pyridin-2-yl)-6-chloro-9H-carbazole-2-ol C(C)(C)(C)C1=CC(=NC=C1)N1C2=CC=C(C=C2C=2C=CC(=CC12)O)Cl